FC1=C(C=C(C=C1)NC=1SC=C(N1)C1=CC=C(C=C1)Cl)C1(N=CN(S(C1)(=O)=O)C)C 5-(2-fluoro-5-((4-(4-chlorophenyl)thiazol-2-yl)amino)phenyl)-2,5-dimethyl-1,1-dioxo-1,2,4-thiadiazin